BrC=1C(=CC(=NC1)CC(C)O[Si](C)(C)C(C)(C)C)C 5-bromo-2-(2-((tert-butyldimethylsilyl)oxy)propyl)-4-methylpyridine